ClCCC/C(/C1=C(C=CC(=C1)F)F)=N/[S@@](=O)C(C)(C)C (S,Z)-N-(4-chloro-1-(2,5-difluorophenyl)butylidene)-2-methylpropane-2-sulfinamide